bis(4-(benzoxazol-2-yl)phenyl)methylamine O1C(=NC2=C1C=CC=C2)C2=CC=C(C=C2)C(C2=CC=C(C=C2)C=2OC1=C(N2)C=CC=C1)N